bis(2-((trimethylsilyl)oxy)ethyl)amine C[Si](OCCNCCO[Si](C)(C)C)(C)C